ClC1=CC=C2C(=C3N(C2=C1Cl)CC(CC3)CC(=O)OCC)C=3C=NN(C3)C3OCCCC3 Ethyl 2-[3,4-dichloro-10-(1-tetrahydropyran-2-ylpyrazol-4-yl)-6,7,8,9-tetrahydropyrido[1,2-a]indol-7-yl]acetate